OC(=O)C(F)(F)F.N1CC(C1)N1CC2(CCN(CC2)C=2C(=NC(=CC2)OC)C(F)(F)F)C=2C=CC(=NC2C1=O)C=1C(=NC=CC1)OCC 7-(azetidin-3-yl)-2-(2-ethoxypyridin-3-yl)-1'-[6-methoxy-2-(trifluoromethyl)pyridin-3-yl]spiro[6H-1,7-naphthyridine-5,4'-piperidine]-8-one TFA salt